4-ethoxy-6-(1-(7-(2-((2-hydroxyethyl)(methyl)amino)ethyl)-1-oxo-5-(4,4,5,5-tetramethyl-1,3,2-dioxaborolan-2-yl)-3,4-dihydroisoquinolin-2(1H)-yl)ethyl)nicotinonitrile C(C)OC1=CC(=NC=C1C#N)C(C)N1C(C2=CC(=CC(=C2CC1)B1OC(C(O1)(C)C)(C)C)CCN(C)CCO)=O